4-((5-Aminopyridin-2-yl)oxy)-7-methoxyquinoline-6-carboxylic acid methyl ester COC(=O)C=1C=C2C(=CC=NC2=CC1OC)OC1=NC=C(C=C1)N